((2-carbamoyl-4-iodophenyl)amino)-2-oxoacetic acid ethyl ester C(C)OC(C(=O)NC1=C(C=C(C=C1)I)C(N)=O)=O